C(CCCCCCC)C(CCCCCCCC)OC(CCCCCCCOC(=O)[C@H]1N(CC(C1)O)CCCCCC(OCCCCCCCCCCC)=O)=O (2S)-4-hydroxy-1-(6-oxo-6-undecyloxy-hexyl)pyrrolidine-2-carboxylic acid [8-(1-octylnonyloxy)-8-oxo-octyl] ester